C(C)(C)(C)C1N(CCN(C1)C(C1=C(C=C(C=C1)NC=1C=2N(C=CN1)C(=CN2)C=2C(=NN(C2)C)C(F)(F)F)C)=O)C(=O)O.N[13C@@H](C)C(=O)O alanine-13C tert-butyl-4-[2-methyl-4-[[3-[1-methyl-3-(trifluoromethyl)pyrazol-4-yl]imidazo[1,2-a]pyrazin-8-yl]amino]benzoyl]piperazine-1-carboxylate